mercapto-cholesterol SCC(C)CCC[C@@H](C)[C@H]1CC[C@H]2[C@@H]3CC=C4C[C@@H](O)CC[C@]4(C)[C@H]3CC[C@]12C